7-[5-bromo-4-methoxy-2-(1,2,4-thiadiazol-5-yl)phenyl]-N-[(2,4-dimethoxyphenyl)methyl]cinnolin-4-amine BrC=1C(=CC(=C(C1)C1=CC=C2C(=CN=NC2=C1)NCC1=C(C=C(C=C1)OC)OC)C1=NC=NS1)OC